tert-butyl 3-(4-(4-((2-methoxy-4-(2-methoxyethoxy)phenyl)amino)quinolin-7-yl)piperazin-1-yl)azetidine-1-carboxylate COC1=C(C=CC(=C1)OCCOC)NC1=CC=NC2=CC(=CC=C12)N1CCN(CC1)C1CN(C1)C(=O)OC(C)(C)C